2,5-heptanedione CC(CCC(CC)=O)=O